C(=O)(OCC1C2=CC=CC=C2C2=CC=CC=C12)N[C@@H](CC1=CC(=CC=C1)I)C(=O)O Fmoc-3-iodo-L-phenylalanine